2-(2-hydroxyphenyl)propionic acid OC1=C(C=CC=C1)C(C(=O)O)C